C1(CCCCC1)P(C1(C(C1)(C1=CC=CC=C1)C1=CC=CC=C1)C)C1CCCCC1 dicyclohexyl-(2,2-diphenyl-1-methylcyclopropyl)phosphine